C(C)(C)(C)NC(C(=O)C=1N2CCCC2=C(C1Cl)C(=O)NC1=CC(=C(C=C1)F)C)=O 5-(2-(tert-butylamino)-2-oxoacetyl)-6-chloro-N-(4-fluoro-3-methylphenyl)-2,3-dihydro-1H-pyrrolizine-7-carboxamide